6-[(3S)-3-{bis[(2S,3R,4R,5R)-2,3,4,5,6-pentahydroxyhexyl]amino}pyrrolidine-1-carbonyl]-1,3-diethyl-1H-1,3-benzodiazol-3-ium trifluoroacetate FC(C(=O)[O-])(F)F.O[C@@H](CN([C@@H]1CN(CC1)C(=O)C=1C=CC2=C(N(C=[N+]2CC)CC)C1)C[C@@H]([C@H]([C@@H]([C@@H](CO)O)O)O)O)[C@H]([C@@H]([C@@H](CO)O)O)O